N1CCC(CC1)C=1NC2=C(N1)C=CC=C2 2-(4-piperidyl)benzimidazole